perylene-2,5,8,11-tetracarboxylic acid C1=C(C=C2C=C(C=C3C4=CC(=CC5=CC(=CC(C1=C23)=C45)C(=O)O)C(=O)O)C(=O)O)C(=O)O